tert-butyl (2R)-2-(hydroxymethyl)-5-methylmorpholine-4-carboxylate OC[C@H]1CN(C(CO1)C)C(=O)OC(C)(C)C